C(C)(C)(C)OC1=NC=C(C(=N1)OC(C)(C)C)C1=NC=2N(C=C1)N=CC2 5-(2,4-di-tert-butoxypyrimidin-5-yl)pyrazolo[1,5-a]pyrimidine